Benzyl (2S)-2-(5-aminopentanoylamino)-5-[bis[2-(5-aminopentanoylamino)ethyl]amino]-5-oxo-pentanoate tris(trifluoroacetic acid) salt FC(C(=O)O)(F)F.FC(C(=O)O)(F)F.FC(C(=O)O)(F)F.NCCCCC(=O)N[C@H](C(=O)OCC1=CC=CC=C1)CCC(=O)N(CCNC(CCCCN)=O)CCNC(CCCCN)=O